Bipyridyl carbonate C(O)(O)=O.N1=C(C=CC=C1)C1=NC=CC=C1